tert-Butyl N-[(1R)-1-[3,6-dimethyl-2-(1-methyl-2-oxo-4-pyridyl)-4-oxo-chromen-8-yl]ethyl]carbamate CC1=C(OC2=C(C=C(C=C2C1=O)C)[C@@H](C)NC(OC(C)(C)C)=O)C1=CC(N(C=C1)C)=O